[C@H]12CN(C[C@H](CC1)N2)C=2N=C1C=CC(=NC1=CC2)C2=CC1=CN(N=C1C=C2)C 5-[6-[(1R,5S)-3,8-diazabicyclo[3.2.1]octan-3-yl]-1,5-naphthyridin-2-yl]-2-methylindazol